(5S)-2-(3-chlorobicyclo[1.1.1]pentan-1-yl)-5-(5-fluoropyridin-3-yl)-2,5,6,7-tetrahydro-3H-pyrrolo[2,1-c][1,2,4]triazol-3-one ClC12CC(C1)(C2)N2N=C1N(C2=O)[C@@H](CC1)C=1C=NC=C(C1)F